3-[(1s,5R)-3-azabicyclo[3.1.0]hexan-6-yl]-6-[2-cyano-3-[[ethyl(methyl)sulfamoyl]amino]-6-fluoro-phenoxy]-4-oxo-quinazoline [C@H]12CNC[C@@H]2C1N1C=NC2=CC=C(C=C2C1=O)OC1=C(C(=CC=C1F)NS(N(C)CC)(=O)=O)C#N